CC(=C[SiH2]O[Si](C)(CCCN=C=O)O[SiH2]C=C(C)C)C bis(dimethylvinylsiloxy)-3-isocyanatopropylmethylsilane